3-(naphthalen-2-yl)-5-(trifluoromethyl)isoxazole C1=C(C=CC2=CC=CC=C12)C1=NOC(=C1)C(F)(F)F